methyl 4-[[tert-butyl(diphenyl)silyl]oxymethyl]-2-(1-methyltetrazol-5-yl)sulfanyl-5-nitro-benzoate [Si](C1=CC=CC=C1)(C1=CC=CC=C1)(C(C)(C)C)OCC1=CC(=C(C(=O)OC)C=C1[N+](=O)[O-])SC1=NN=NN1C